cis-1-amino-5-fluoro-indan-2-ol N[C@H]1[C@H](CC2=CC(=CC=C12)F)O